C(C1=CC=CC=C1)NC(\C=C/C1=C(C=CC=C1)OC)=O (Z)-N-benzyl-3-(2-methoxyphenyl)acrylamide